(5-((azetidin-3-ylamino)methyl)-2-methylphenyl)-2-(2-((4-fluorobenzyl)thio)-4H-imidazo[4,5-b]pyridin-4-yl)butanamide N1CC(C1)NCC=1C=CC(=C(C1)C(C(=O)N)(CC)N1C=2C(=CC=C1)N=C(N2)SCC2=CC=C(C=C2)F)C